2-((1H-benzo[d]imidazol-2-yl)(5-fluoro-2-hydroxyphenyl)methyl)-6-(4-(pyridin-4-yl)phenyl)isoindolin-1-one tert-butyl-((4-chloroisochroman-1-yl)methyl)(methyl)carbamate C(C)(C)(C)OC(N(C)CC1OCC(C2=CC=CC=C12)Cl)=O.N1C(=NC2=C1C=CC=C2)C(N2C(C1=CC(=CC=C1C2)C2=CC=C(C=C2)C2=CC=NC=C2)=O)C2=C(C=CC(=C2)F)O